1-(4-chlorophenyl)-4,4-dimethyl-pentan-3-one ClC1=CC=C(C=C1)CCC(C(C)(C)C)=O